N1CC(C1)N azetidin-3-amin